3-(5-chloro-6-(2-isopropoxyphenyl)-1H-benzo[d]imidazol-2-yl)-3-(4-((cyclopropylmethyl)sulfonyl)phenyl)propanamide ClC1=CC2=C(NC(=N2)C(CC(=O)N)C2=CC=C(C=C2)S(=O)(=O)CC2CC2)C=C1C1=C(C=CC=C1)OC(C)C